hydroxy-6-morpholino-8-(pyridin-4-yl)-9-((2-(trimethylsilyl)ethoxy)methyl)-9H-purine-2-carboximidamide ONC(=N)C1=NC(=C2N=C(N(C2=N1)COCC[Si](C)(C)C)C1=CC=NC=C1)N1CCOCC1